ClC1=C(C=C(C=C1)NC(\C=C\CN(C)C)=O)NC1=NC(=NC=C1Cl)NC=1C=NN(C1)C (E)-N-(4-chloro-3-((5-chloro-2-((1-methyl-1H-pyrazol-4-yl)amino)pyrimidin-4-yl)amino)phenyl)-4-(dimethylamino)but-2-enamide